[Ni].[Fe].[O] oxygen iron-nickel